(S)-1-[(S)-1-({4-[(1-Ethyl-4,5-dimethyl-1H-imidazol-2-yl)methyl]-1-piperidyl}carbonyl)-3-methylbutyl]-3-isobutyl-2-piperazinone C(C)N1C(=NC(=C1C)C)CC1CCN(CC1)C(=O)[C@H](CC(C)C)N1C([C@@H](NCC1)CC(C)C)=O